N-(2,2,2-trifluoroethyl)-N-[4-[2,2,2-trifluoro-1-hydroxy-1-(trifluoromethyl)ethyl]phenyl]-benzenesulfonamide FC(CN(S(=O)(=O)C1=CC=CC=C1)C1=CC=C(C=C1)C(C(F)(F)F)(C(F)(F)F)O)(F)F